BrC1=C(C=C(C=C1)C(=O)N1CCCC1)CC#N 2-(2-Bromo-5-(pyrrolidine-1-carbonyl)phenyl)acetonitrile